C[N+](CCOP(=O)(O)[O-])(C)C.N(C(=N)N)CCCC[NH3+] 4-guanidinobutan-1-aminium 2-(trimethylammonio)ethyl-hydrogenphosphate